(1s,3s)-3-((5-(3-(2,2-difluoroethyl)-2-methyl-3H-imidazo[4,5-b]pyridin-5-yl)pyrrolo[2,1-f][1,2,4]triazin-2-yl)amino)-N,N,1-trimethylcyclobutane-1-carboxamide FC(CN1C(=NC=2C1=NC(=CC2)C=2C=CN1N=C(N=CC12)NC1CC(C1)(C(=O)N(C)C)C)C)F